P(=O)(OCN1N=C(C=C1C)C1=NN2C(N=C(C=C2N2CCOCC2)N2N=C(C=C2)C2=CC=CC=C2)=C1)([O-])[O-].[Na+].[Na+] sodium (5-methyl-3-(7-morpholino-5-(3-phenyl-1H-pyrazol-1-yl)pyrazolo[1,5-a]pyrimidin-2-yl)-1H-pyrazol-1-yl)methyl phosphate